C[N+](C)(C)CCOC(=O)CCC(=O)OCC[N+](C)(C)C.[Cl-].[Cl-] The molecule is a chloride salt in which the negative charge of the chloride ions is balanced by succinylcholine dications. It has a role as a muscle relaxant. It contains a succinylcholine.